1-[5-[9-[[4-(4-aminophenyl)-1-piperidyl]methyl]-3-azaspiro[5.5]undecane-3-carbonyl]-2-chloro-phenyl]hexahydropyrimidine-2,4-dione NC1=CC=C(C=C1)C1CCN(CC1)CC1CCC2(CCN(CC2)C(=O)C=2C=CC(=C(C2)N2C(NC(CC2)=O)=O)Cl)CC1